CC1C=2C=CC=NC2CCN1 5-methyl-5,6,7,8-tetrahydro-1,6-naphthyridine